1,3-diazaspiro[4.4]nonan-2-one N1C(NCC12CCCC2)=O